C(C)(C)(C)C1C=2C=C(C(NC2C2=C(C1)N1C(=N2)C(=CC(=C1)OC)OC(F)F)=O)C(=O)O 5-(tert-butyl)-11-(difluoromethoxy)-9-methoxy-2-oxo-1,2,5,6-tetrahydropyrido[2',1':2,3]imidazo[4,5-h]quinoline-3-carboxylic acid